(5RS)-3-[5-(3-cyclopropylphenoxy)-3-methylpyridazin-4-yl]-5-(3,4-dimethylbenzyl)-5,6-dihydro-4H-1,2,4-oxadiazine C1(CC1)C=1C=C(OC=2C(=C(N=NC2)C)C2=NOC[C@H](N2)CC2=CC(=C(C=C2)C)C)C=CC1 |r|